OC(C(=O)[C@@](O)([C@H](O)[C@H](O)CO)[2H])([2H])[2H] fructose-d3